NC1=CSC2=NC(=CC=C21)C 3-amino-6-methylthieno[2,3-b]pyridine